Pyrido[3,2-d]Pyrimidine-2,4(1H,3H)-dione N1C(NC(C2=C1C=CC=N2)=O)=O